(E)-(2-fluorostyryl)(imino)(4-methoxypyridin-2-yl)-lambda6-sulfanone FC1=C(/C=C/S(=O)(C2=NC=CC(=C2)OC)=N)C=CC=C1